N-[4-(4-Fluoro-phenyl)-[1,2,3]thiadiazol-5-yl]-2-phenyl-butyramide FC1=CC=C(C=C1)C=1N=NSC1NC(C(CC)C1=CC=CC=C1)=O